(R)-1,1,1-trifluoropropan-2-yl (4-(tert-butyl)-3-(3,3-difluorocyclobutyl)-1-methyl-1H-pyrazol-5-yl)carbamate C(C)(C)(C)C=1C(=NN(C1NC(O[C@@H](C(F)(F)F)C)=O)C)C1CC(C1)(F)F